C(OCC)(OC1=CC2=C(NC(=N2)S(=O)CC2=NC=C(C(=C2C)OC)C)C=C1)=O ethyl (2-(((4-methoxy-3,5-dimethylpyridin-2-yl)methyl)sulfinyl)-1H-benzo[d]imidazol-5-yl) carbonate